FC=1C=C2C(=C(C=C(C2=C(C1)F)C(=O)O)O)O 6,8-difluoro-3,4-dihydroxynaphthoic acid